C(C)(C)(C)C1=CC2=C(NC=C2C2=CSC=C2)C=C(C1=O)C(C)(C)C 5,7-di-tert-butyl-3-(thiophen-3-yl)cyclohepta[b]pyrrol-6(1H)-one